ClC1=CC=C2C(=C(NC2=C1C=1C(=NN(C1C)C)C)C(=O)O)CCCOC1=CC=CC=2CCCCC12 6-chloro-3-(3-((5,6,7,8-tetrahydronaphthalen-1-yl)oxy)propyl)-7-(1,3,5-trimethyl-1H-pyrazol-4-yl)-1H-indole-2-carboxylic acid